1,1-Bis(4-aminocyclohexyl)-ethan NC1CCC(CC1)C(C)C1CCC(CC1)N